cesium acetate butyrate C(CCC)(=O)[O-].C(C)(=O)O.[Cs+]